1,1-dioxoisothiazole O=S1(N=CC=C1)=O